1-(7-nitrobenzofuran-5-yl)ethanone [N+](=O)([O-])C1=CC(=CC=2C=COC21)C(C)=O